2,2-dimethyl-1-(3-(4-(2-(trifluoromethyl)phenyl)piperidine-1-carbonyl)-4,6-dihydropyrrolo[3,4-c]pyrazol-5(1H)-yl)propan-1-one CC(C(=O)N1CC=2NN=C(C2C1)C(=O)N1CCC(CC1)C1=C(C=CC=C1)C(F)(F)F)(C)C